(E)-N-(3-(dimethylamino)-2-(7H-pyrrolo[2,3-d]pyrimidin-4-yl)allylidene)-N-methyl-ammonium chloride hydrochloride Cl.[Cl-].CN(C=C(\C=[NH+]\C)C=1C2=C(N=CN1)NC=C2)C